(3S)-3-aminoindan-5-ol hydrochloride Cl.N[C@H]1CCC2=CC=C(C=C12)O